C(#N)C1=C(C=C(C=C1C)N1N=C2C([C@@H](N(CC2)C(=O)OC(C)(C)C)C)=C1N1C(NC=C1)=C=O)C tert-butyl (S)-2-(4-cyano-3,5-dimethylphenyl)-4-methyl-3-(2-carbonyl-2,3-dihydro-1H-imidazol-1-yl)-2,4,6,7-tetrahydro-5H-pyrazolo[4,3-c]pyridine-5-carboxylate